N-(1,1-Dioxothian-4-yl)-6-((5-methyl-3-(6-methylpyridin-3-yl)-1,2-Oxazol-4-yl)methoxy)pyridazine-3-carboxamide O=S1(CCC(CC1)NC(=O)C=1N=NC(=CC1)OCC=1C(=NOC1C)C=1C=NC(=CC1)C)=O